ClC1=CC=C(C=C1)CCC(=O)C=1N(C=CC1)C 3-(4-chlorophenyl)-1-(N-methyl-pyrrol-2-yl)propan-1-one